N1(CCNCC1)C1=CC=CC=2N1N=CN2 5-(piperazin-1-yl)-[1,2,4]triazolo[1,5-a]pyridine